1-(3-(dimethylamino)propyl)urea CN(CCCNC(=O)N)C